NC1=CC(=C(C=C1)C1CC2CCC(C1)N2C(=O)OC(C)(C)C)F tert-butyl 3-(4-amino-2-fluoro-phenyl)-8-azabicyclo[3.2.1]octane-8-carboxylate